NC=1C=C(C=CC1)C=1N=C(C=2N(C1)C=CN2)NC2=NC=C(C=N2)F 6-(3-aminophenyl)-N-(5-fluoropyrimidin-2-yl)imidazo[1,2-a]pyrazin-8-amine